ClC=1C=C(C=2N(N1)N=CN2)N2CC1(CC1)C(C2)(F)F 6-chloro-8-(7,7-difluoro-5-azaspiro[2.4]heptan-5-yl)-[1,2,4]triazolo[1,5-b]pyridazine